CO[C@H](C(=O)O)C (2S)-2-methoxypropanoic acid